NCCCNCCC=1C=C(C(=O)NC2=CC=C(C=C2)S(=O)(=NC#N)N2CCN(CC2)C2=NC(=CC(=C2)C(F)(F)F)Cl)C=CC1 3-[2-(3-Aminopropylamino)ethyl]-N-[4-[S-[4-[6-chloro-4-(trifluoromethyl)-2-pyridyl]piperazin-1-yl]-N-cyano-sulfonimidoyl]phenyl]benzamide